FC1=C(C#N)C=CC=C1[C@H]1OC2=C(C1)C=C(C=C2)C(F)(F)F (S)-2-fluoro-3-(5-(trifluoromethyl)-2,3-dihydrobenzofuran-2-yl)benzonitrile